ClC1=CC=C2C(=C(OC(C2=C1)=O)C1=NC=CC=C1)/C(/C(=O)OCC)=C(/C)\O Ethyl (E)-2-(7-chloro-1-oxo-3-(pyridin-2-yl)-1H-isochromen-4-yl)-3-hydroxybut-2-enoate